FC=1C=C(C=C(C1)F)C=1C(=NN(C(C1)=O)C1(CC1)C(=O)OC)C(C)C methyl 1-(4-(3,5-difluorophenyl)-3-isopropyl-6-oxopyridazin-1(6H)-yl)cyclopropanecarboxylate